Tert-butyl (3R,4S)-3-((5-decylbenzo[d]oxazol-2-yl)amino)-4-fluoropyrrolidine-1-carboxylate C(CCCCCCCCC)C=1C=CC2=C(N=C(O2)N[C@@H]2CN(C[C@@H]2F)C(=O)OC(C)(C)C)C1